4-(2-fluoro-4-(methylamino)-3-nitrophenyl)-3,6-dihydropyridine-1(2H)-carboxylic acid tert-butyl ester C(C)(C)(C)OC(=O)N1CCC(=CC1)C1=C(C(=C(C=C1)NC)[N+](=O)[O-])F